OC(CCCCCCCCCCCCCCCCCCCCCCCCC(=O)O)CCCC 26-Hydroxy-triacontanoic acid